6-chloro-1,4-dihydro-4-oxo-3-quinolinecarboxylic acid ClC=1C=C2C(C(=CNC2=CC1)C(=O)O)=O